C(C)(C)(C)OOCC(C)C1=CC=C(C(=O)C2=CC=CC=C2)C=C1 4-(1-t-butylperoxymethyl-ethyl)benzophenone